COC=1C=C(C=C(C1OC)OC)C(=O)C1=CC(=C(C(=C1)OC)OC)OC 3,4,5-trimethoxyphenyl ketone